(2R)-6-chloro-4-oxo-N-[3-(2-{[cis-3-(trifluoromethoxy)cyclobutyl]oxy}acetamido)bicyclo[1.1.1]pentan-1-yl]-3,4-dihydro-2H-1-benzopyran-2-carboxamide ClC=1C=CC2=C(C(C[C@@H](O2)C(=O)NC23CC(C2)(C3)NC(CO[C@@H]3C[C@@H](C3)OC(F)(F)F)=O)=O)C1